CN(C(CN1C(C2=CC=C(C=C2CC1)OC\C(\CNC(OC(C)(C)C)=O)=C/F)=O)=O)C Tert-butyl N-[(Z)-2-[[2-[2-(dimethylamino)-2-oxo-ethyl]-1-oxo-3,4-dihydroisoquinolin-6-yl] oxymethyl]-3-fluoro-allyl]carbamate